BrC=1C=C2C(=NN(C2=CC1)C1CC1)C#N 5-bromo-1-cyclopropyl-1H-indazole-3-Formonitrile